2-(2,2-Difluoroethyl)-1-methylpyrrolidin FC(CC1N(CCC1)C)F